6-amino-2-hydroxy-5-(3-methoxy-2,6-dimethyl-phenyl)-3-(trifluoromethyl)pyrrolo[2,3-b]Pyrazine-7-carboxamide NC1=C(C=2C(=NC(=C(N2)O)C(F)(F)F)N1C1=C(C(=CC=C1C)OC)C)C(=O)N